CO[C@@H](C)C=1C=2N(N=CC1C(=O)OC)C=C(N2)C methyl (S)-8-(1-methoxyethyl)-2-methylimidazo[1,2-b]pyridazine-7-carboxylate